ethyl 1-(1-(2-acetylhydrazine-1-carbonyl) cyclopropyl)-5-(tetrahydro-2H-pyran-4-yl)-1H-indole-2-carboxylate C(C)(=O)NNC(=O)C1(CC1)N1C(=CC2=CC(=CC=C12)C1CCOCC1)C(=O)OCC